ClC1=CC=C(CNC2=NN=C(S2)NC(C2=C(C=NC=C2)C2=C(C=CC=C2)OC)=O)C=C1 N-(5-((4-chlorobenzyl)amino)-1,3,4-thiadiazol-2-yl)-3-(2-methoxyphenyl)isonicotinamide